5,12-bis(phenylethynyl)tetracene C1(=CC=CC=C1)C#CC1=C2C=CC=CC2=C(C2=CC3=CC=CC=C3C=C12)C#CC1=CC=CC=C1